1-(3-chloro-2-fluorobenzyl)-4-((6-((5-cyclopropyl-1H-pyrazol-3-yl)amino)-3-fluoropyridin-2-yl)methyl)-2-methylpiperidine-4-carboxylic acid ClC=1C(=C(CN2C(CC(CC2)(C(=O)O)CC2=NC(=CC=C2F)NC2=NNC(=C2)C2CC2)C)C=CC1)F